C1CC12CCN(CC2)C(C(C)NC(=O)C2=NOC(=N2)C2=C(C=CC=C2)C(F)(F)F)=O N-[1-(6-azaspiro[2.5]octan-6-yl)-1-oxopropan-2-yl]-5-[2-(trifluoromethyl)phenyl]-1,2,4-oxadiazole-3-carboxamide